6-[3-[4-[(2,3-dihydro-1H-indol-1-yl)carbonyl]-2-oxazolyl]-7-oxabicyclo(2.2.1)hept-2-yl]-4-hexenoic acid N1(CCC2=CC=CC=C12)C(=O)C=1N=C(OC1)C1C(C2CCC1O2)CC=CCCC(=O)O